(1R,3S,5R)-3-((2'-chloro-2-fluoro-[1,1'-biphenyl]-3-yl)carbamoyl)-2-azabicyclo[3.1.0]hexane-2-carboxylic acid tert-butyl ester C(C)(C)(C)OC(=O)N1[C@@H]2C[C@@H]2C[C@H]1C(NC=1C(=C(C=CC1)C1=C(C=CC=C1)Cl)F)=O